(E)-1-(1-(6-((2-amino-2-oxo-1-phenylethyl)thio)-3,5-dicyano-4-ethylpyridin-2-yl)piperidin-4-yl)-N-(4-(3-(hydroxyamino)3-oxoprop-1-en-1-yl)benzyl)methylammonium NC(C(C1=CC=CC=C1)SC1=C(C(=C(C(=N1)N1CCC(CC1)C([NH3+])CC1=CC=C(C=C1)\C=C\C(=O)NO)C#N)CC)C#N)=O